CC=1C(=CSC1)C1CCN(CC1)CC=1C=C2CN(C(C2=CC1)=O)C1C(NC(CC1)=O)=O 3-(5-((4-(4-methylthiophen-3-yl)piperidin-1-yl)methyl)-1-oxoisoindolin-2-yl)piperidine-2,6-dione